C(C)S(=O)(=O)C1=CC=C(C=C1)C1=NC(=CC2=C1NC1=CC=CC=C21)C(=O)O 1-(4-ethylsulfonylphenyl)-9H-pyrido[3,4-b]indole-3-carboxylic acid